Bromopropanol CCC(O)Br